2,2-dimethylmalonyl chloride CC(C(=O)Cl)(C(=O)Cl)C